BrC=1C(C2=CC3=CC=CC=C3C2=CC1)=O Bromo-fluorenone